4-Methoxy-2-methyl-N-[5-(4-pyridin-2-ylpiperazin-1-yl)pyridin-2-yl]benzamid COC1=CC(=C(C(=O)NC2=NC=C(C=C2)N2CCN(CC2)C2=NC=CC=C2)C=C1)C